C(C1=CC=CC=C1)OC1=NC2=C(C=C(C=C2C(N1C)=O)C)[C@@H](C)NC=1C(=NC(=CC1)Cl)C(=O)NS(=O)(=O)C (R)-3-((1-(2-(benzyloxy)-3,6-dimethyl-4-oxo-3,4-dihydroquinazolin-8-yl)ethyl)amino)-6-chloro-N-(methylsulfonyl)picolinamide